2-{[(3S,4R)-1-{4-[(8-{3-[(ethanesulfonyl)meth-yl]azetidin-1-yl}-5-(propan-2-yl)isoquinolin-3-yl)amino]pyrimidin-2-yl}-3-fluoropiperidin-4-yl]oxy}ethan-1-ol C(C)S(=O)(=O)CC1CN(C1)C=1C=CC(=C2C=C(N=CC12)NC1=NC(=NC=C1)N1C[C@@H]([C@@H](CC1)OCCO)F)C(C)C